5-[tert-butoxycarbonyl-[(4-methoxyphenyl)methyl]amino]-2,2-dimethyl-pentanoic acid C(C)(C)(C)OC(=O)N(CCCC(C(=O)O)(C)C)CC1=CC=C(C=C1)OC